CN1N=CC(=C1)C=1N=C(C=2N(C1)N=CN2)N2CCC(CC2)CNC(OC(C)(C)C)=O tert-butyl ((1-(6-(1-methyl-1H-pyrazol-4-yl)-[1,2,4]triazolo[1,5-a]pyrazin-8-yl)piperidin-4-yl)methyl)carbamate